NC1=CC=C(C=N1)N1C[C@H](CCC1)N(CC1=CC(=NC=C1)OC)CC1=CN2C3=C(C(=C(C=C3C1=O)F)F)OC1(CCC1)C2 (S)-6-(((1-(6-aminopyridin-3-yl)piperidin-3-yl)((2-methoxypyridin-4-yl)methyl)amino)methyl)-9,10-difluorospiro[[1,4]oxazino[2,3,4-ij]quinoline-2,1'-cyclobutan]-7(3H)-one